N1-(9-ethyl-9H-carbazol-3-yl)-N2-(2-methoxyethyl)phthalamide C(C)N1C2=CC=CC=C2C=2C=C(C=CC12)NC(C=1C(C(=O)NCCOC)=CC=CC1)=O